(2-((1R,3S,4S)-3-(6-methylpyridin-2-ylcarbamoyl)-2-azabicyclo[2.2.1]heptan-2-yl)-2-oxoethyl)-5-(5,6,7,8-tetrahydroimidazo[1,2-a]pyridin-3-yl)-1H-indole-3-carboxamide CC1=CC=CC(=N1)NC(=O)[C@H]1N([C@@H]2CC[C@H]1C2)C(CN2C=C(C1=CC(=CC=C21)C2=CN=C1N2CCCC1)C(=O)N)=O